CN1CC2=C(C=CC=C2C=C1C1=CC=C(C=C1)Cl)OC 2-methyl-3-(4-chlorophenyl)-8-methoxyisoquinoline